C1(CCCC1)N1C2=NC(=NC=C2N=C1NC1=CC=CC=C1)NC1=CC=C(C=C1)N1CCN(CC1)CC=1C(=C2CN(C(C2=CC1)=O)C1C(NC(CC1)=O)=O)F 3-(5-((4-(4-((9-cyclopentyl-8-(phenylamino)-9H-purin-2-yl)amino)phenyl)piperazin-1-yl)methyl)-4-fluoro-1-oxoisoindolin-2-yl)piperidine-2,6-dione